Cl.FC1=CC(=CC2=C1N=C(S2)N(C2CCNCC2)C)C=2C=CC=1N(N2)C=C(N1)C 4-Fluoro-N-methyl-6-(2-methylimidazo[1,2-b]pyridazin-6-yl)-N-(piperidin-4-yl)-1,3-benzothiazol-2-amin-Hydrochlorid